Leucine-3,3,5,5,5,5',5',5'-d8 N[C@@H](C(C(C([2H])([2H])[2H])C([2H])([2H])[2H])([2H])[2H])C(=O)O